BrC1=CC=C(C=C1)C1C2C=CC(C1)C2 5-(4-bromophenyl)bicyclo[2.2.1]hept-2-ene